CN(CC(=O)O)CCCCCCCCCCCCCCCC 2-(N-methylhexadecylamino)acetic acid